7-Hydroxy-1,4-dihydro-2H-benzo[d][1,3]oxazin-2-one OC=1C=CC2=C(NC(OC2)=O)C1